monotertiary butyldiphenylamine C(C)(C)(C)N(C1=CC=CC=C1)C1=CC=CC=C1